3-iodo-6-morpholinopyridin IC=1C=NC(=CC1)N1CCOCC1